N12CC3CCC3C(CCCCCS(NC(C3=CC=C(OCC4(C1)CC=CC1=CC=CC=C14)C2=C3)=O)(=O)=O)=O 15'H-SPIRO[NAPHTHALENE-1,22'-[20]OXA[13]THIA[1,14]DIAZATETRACYCLO[14.7.2.03,6.019,24]PENTACOSA[16,18,24]TRIENE]-7',15'-DIONE 13',13'-DIOXIDE